NC1=NC=2C=CC(=CC2C2=C1C=NN2C)C(=O)N(N(C(CC)=O)C)CC=2N=C1N(C=C(C=C1)F)C2 4-Amino-N-[(6-fluoroimidazo[1,2-a]pyridin-2-yl)methyl]-N',1-dimethyl-N'-propanoyl-pyrazolo[4,3-c]quinoline-8-carbohydrazide